BrC1=NC(=C(C(=N1)N)Cl)NC 2-bromo-5-chloro-N6-methylpyrimidine-4,6-diamine